ClC=1C=C(C=C(C1)Cl)N1CCN(CC1)C(\C=C\C)=O (E)-1-[4-(3,5-dichlorophenyl)piperazin-1-yl]but-2-en-1-one